BrC=1N(C(=C(N1)C(=O)OC)C(=O)OC)C 4,5-dimethyl 2-bromo-1-methylimidazole-4,5-dicarboxylate